stearylaminopropyldimethyl-β-hydroxyethylamine nitrate [N+](=O)(O)[O-].C(CCCCCCCCCCCCCCCCC)NCCCC(CN(C)C)O